ClC1=C2C=C(N(C2=C(C=C1)Cl)C(=O)OC(C)(C)C)CO tert-Butyl 4,7-dichloro-2-(hydroxymethyl)-1H-indole-1-carboxylate